CN1C(N(C=CC1=O)CC(=O)N1C(CCC1)C(=O)N)=O 1-[2-(3-methyl-2,4-dioxo-1,2,3,4-tetrahydropyrimidin-1-yl)acetyl]pyrrolidine-2-carboxamide